(1r,3r)-3-fluoro-3-methylcyclobutane-1-carboxylic acid FC1(CC(C1)C(=O)O)C